FC1([C@@H]([C@@H](N(C1)C(=O)C1(OCC1)C)CC=1C(=C(C=CC1)C1=CC=CC=C1)F)NS(=O)(=O)C)F N-[(2S,3R)-4,4-difluoro-2-[(2-fluoro[1,1'-biphenyl]-3-yl)methyl]-1-(2-methyl-oxetane-2-carbonyl)pyrrolidin-3-yl]-methanesulfonamide